(R)-4-(4-(1-(3-(difluoromethyl)-2-fluorophenyl)ethylamino)-2-methylpyrido[2,3-d]Pyrimidin-6-yl)-1-iminohexahydro-1lambda6-thiopyran 1-oxide FC(C=1C(=C(C=CC1)[C@@H](C)NC=1C2=C(N=C(N1)C)N=CC(=C2)C2CCS(CC2)(=N)=O)F)F